FC=1C=2N(C=C(C1)NC(=O)C=1C=NC=NC1)C=C(N2)C N-(8-fluoro-2-methylimidazo[1,2-a]pyridin-6-yl)pyrimidine-5-carboxamide